N1CC(C1)OCCCC1=CC2=C(N(C(N2C)=O)C2C(NC(CC2)=O)=O)C=C1 3-[5-[3-(Azetidin-3-yloxy)propyl]-3-methyl-2-oxo-benzimidazol-1-yl]piperidine-2,6-dione